(3S,3'S)-3,3'-(((hexane-1,6-diylbis(azanediyl))bis(methylene))bis(1H-indole-2,3-diyl))bis(5-hydroxyisoindolin-1-one) C(CCCCCNCC=1NC2=CC=CC=C2C1[C@H]1NC(C2=CC=C(C=C12)O)=O)NCC=1NC2=CC=CC=C2C1[C@H]1NC(C2=CC=C(C=C12)O)=O